[2-(9H-carbazol-9-yl)ethyl]phosphoric acid C1=CC=CC=2C3=CC=CC=C3N(C12)CCOP(O)(O)=O